(4aR,8aS)-6-[3-(4-Chloroisoindolin-2-yl)azetidine-1-carbonyl]-4,4a,5,7,8,8a-hexahydropyrido[4,3-b][1,4]oxazin-3-one ClC1=C2CN(CC2=CC=C1)C1CN(C1)C(=O)N1C[C@@H]2[C@@H](OCC(N2)=O)CC1